S(O)(O)(=O)=O.CNN 1-methylhydrazine sulfuric acid salt